(S)-1-(5-(2,4-difluorophenyl)isochroman-1-yl)-N-methylmethanamine hydrochloride Cl.FC1=C(C=CC(=C1)F)C1=C2CCO[C@@H](C2=CC=C1)CNC